amino-4'-ethyl-5'-(4-hydroxyphenyl)-N-methyl-[3,3'-bipyridine]-6-carboxamide NC1=NC(=CC=C1C=1C=NC=C(C1CC)C1=CC=C(C=C1)O)C(=O)NC